O1CCN(CC1)CCC(CSC1=CC=CC=C1)NC1=C(C=C(C=C1)S(=O)(=O)NC(C1=CC=CC=C1)=O)S(=O)(=O)C(F)(F)F N-(4-(4-morpholino-1-(phenylsulfanyl)butan-2-ylamino)-3-(trifluoromethylsulfonyl)benzenesulfonyl)benzamide